NC1=NC=CC2=C1N=C(N=C2)C=2C=C(C=CC2C)C#C[C@@](C)(O)C=2OC(=NN2)C (R)-4-(3-(8-aminopyrido[3,4-d]pyrimidin-2-yl)-4-methylphenyl)-2-(5-methyl-1,3,4-oxadiazol-2-yl)but-3-yn-2-ol